C(C)(C)(C)OC(=O)N[C@@H]1CN(CC12CC2)C=2N=CC(=NC2)C(=O)O (S)-5-(7-((tert-butoxycarbonyl)amino)-5-azaspiro[2.4]heptan-5-yl)pyrazine-2-carboxylic acid